3-fluoro-5-((2-methyl-7-nitro-1,1-dioxido-3-oxo-2,3-dihydrobenzo[d]isothiazol-6-yl)oxy)benzonitrile FC=1C=C(C#N)C=C(C1)OC1=C(C2=C(C(N(S2(=O)=O)C)=O)C=C1)[N+](=O)[O-]